4-(benzyloxy)-5-bromopyridine-2-amine hydrobromide Br.C(C1=CC=CC=C1)OC1=CC(=NC=C1Br)N